ethyl (1-fluoroethyl) disulfide FC(C)SSCC